[1-(4-amino-phenyl)-1H-benzimidazol-5-yloxy]-acetic acid tert-butyl ester C(C)(C)(C)OC(COC1=CC2=C(N(C=N2)C2=CC=C(C=C2)N)C=C1)=O